4-(4,4,5,5-tetramethyl-1,3,2-dioxaborolan-2-yl)-2-(trideuteromethoxy)pyridine CC1(OB(OC1(C)C)C1=CC(=NC=C1)OC([2H])([2H])[2H])C